O1C=CC2=C1C=CC(=C2)S(=O)(=O)N2N=C1C(=C2)CN(C1)C(=O)OC(C)(C)C tert-butyl 2-(1-benzofuran-5-sulfonyl)-4H,6H-pyrrolo[3,4-c]pyrazole-5-carboxylate